3-(2H-benzotriazol-2-yl)-4-hydroxyphenylethyl methacrylate C(C(=C)C)(=O)OCCC1=CC(=C(C=C1)O)N1N=C2C(=N1)C=CC=C2